FC([C@@H](N1C[C@@H]([C@H](C1)NC(=O)NCCCCCCCCCCC)OC)C1=CC=C(C(=O)OC)C=C1)(F)F |o1:2| methyl 4-((S*)-2,2,2-trifluoro-1-((3S,4S)-3-methoxy-4-(3-undecylureido)pyrrolidin-1-yl)ethyl)benzoate